1-[4-[7-(4-ethyl-1,2,4-triazol-3-yl)imidazo[1,5-a]pyridin-5-yl]oxyphenyl]-3-methyl-imidazolidin-2-one C(C)N1C(=NN=C1)C1=CC=2N(C(=C1)OC1=CC=C(C=C1)N1C(N(CC1)C)=O)C=NC2